NC=1C=2N(C(=CN1)C(F)(F)F)C(=NC2Br)[C@H]2CN1C(CC[C@@H]1CC2)=O (6R,8aS)-6-(8-amino-1-bromo-5-(trifluoromethyl)imidazo[1,5-a]pyrazin-3-yl)hexahydroindolizin-3(2H)-one